4-chlorobenzoate ClC1=CC=C(C(=O)[O-])C=C1